COC(=O)C1=C(N(C(C=C1)=O)C)Cl 2-chloro-1-methyl-6-oxo-1,6-dihydropyridine-3-carboxylic acid methyl ester